C(C)[C@]1(C(OCC=2C(N(C=CC21)CC=2N(C1=C3C(=C(C=C1C(C2I)=C=O)F)C(CC3)O)CC)=O)=O)O (4S)-4-ethyl-7-((1-ethyl-6-fluoro-7-hydroxy-3-iodo-4-carbonyl-4,7,8,9-tetrahydro-1H-cyclopenta[h]quinolin-2-yl)methyl)-4-hydroxy-1,7-dihydro-3H-pyrano[3,4-c]pyridine-3,8(4H)-dione